4-(2-fluoro-6-methoxyphenyl)-2-(6-(((3r,4s)-4-hydroxytetrahydrofuran-3-yl)amino)-4-methylpyridin-2-yl)-2,3-dihydro-1H-pyrrolo[3,4-c]pyridin-1-one FC1=C(C(=CC=C1)OC)C1=NC=CC2=C1CN(C2=O)C2=NC(=CC(=C2)C)N[C@@H]2COC[C@H]2O